(E)-tert-butyl 3-(4-(5-methoxy-5-oxo-2-phenyl-1-(4-(pivaloyl oxy)phenyl)pent-1-en-1-yl)phenyl)azetidin-1-carboxylate COC(CC\C(=C(/C1=CC=C(C=C1)OC(C(C)(C)C)=O)\C1=CC=C(C=C1)C1CN(C1)C(=O)OC(C)(C)C)\C1=CC=CC=C1)=O